cesium furancarboxylate O1C(=CC=C1)C(=O)[O-].[Cs+]